Cl.C(N)(O)=O carbamate hydrochloride salt